N2,N2,N6,N6-tetrakis(2-methoxyethyl)-8-(4-methoxypiperidin-1-yl)-N4-(2-(pyridin-3-yl)ethyl)pyrimido[5,4-d]pyrimidine-2,4,6-triamine COCCN(C=1N=C(C2=C(N1)C(=NC(=N2)N(CCOC)CCOC)N2CCC(CC2)OC)NCCC=2C=NC=CC2)CCOC